BrC=1C(=C(C(=CC1)C)CC(=O)OCC)Cl ethyl 2-(3-bromo-2-chloro-6-methylphenyl)acetate